phenyl-2-methylpropanamide C1(=CC=CC=C1)C(C(=O)N)(C)C